tetrazole diammonium salt [NH4+].[NH4+].N1N=NN=C1